(S)-3-((6'-Chloro-4-(2-hydroxypropan-2-yl)-[2,3'-bipyridin]-4'-yl)amino)butan-1-ol ClC1=CC(=C(C=N1)C1=NC=CC(=C1)C(C)(C)O)N[C@H](CCO)C